C1(CC1)S(=O)(=O)C1=CC=C(C=C1)C#C (Cyclopropylsulfonyl)-4-ethynylbenzene